FC(C=1C=C(C=C(C1)C(F)(F)F)C(CBr)=O)(F)F 1-(3,5-bis(trifluoromethyl)phenyl)-2-bromoethanone